4-(3,3-difluoropyrrolidin-1-yl)-5-(trifluoromethyl)pyrimidine FC1(CN(CC1)C1=NC=NC=C1C(F)(F)F)F